Cl.C(CCC)SCC1(CCNCC1)O 4-((butylsulfanyl)methyl)piperidin-4-ol hydrochloride